allyl-dimethyl-octadecyl-ammonium chloride [Cl-].C(C=C)[N+](CCCCCCCCCCCCCCCCCC)(C)C